di-tert-amyl-octyl-phosphine C(C)(C)(CC)P(CCCCCCCC)C(C)(C)CC